bis(1,2,2,6,6-pentamethyl piperidin-4-yl)-butyl(3,5-di-t-butyl-4-hydroxybenzyl)malonate CN1C(CC(CC1(C)C)OC(C(C(=O)OC1CC(N(C(C1)(C)C)C)(C)C)(CC1=CC(=C(C(=C1)C(C)(C)C)O)C(C)(C)C)CCCC)=O)(C)C